(5-amino-5,6,7,8-tetrahydroquinolin-2-yl)phosphonic acid hydrochloride Cl.NC1C=2C=CC(=NC2CCC1)P(O)(O)=O